C(C1=CC=CC=C1)OC1=C(C=C(C=O)C=C1)Br 4-(benzyloxy)-3-bromobenzaldehyde